1,4,8-triazaspiro[4.5]-decan-2-one N1C(CNC12CCNCC2)=O